[Bi+3].C(CCCCCCC(C)C)(=O)[O-].C(CCCCCCC(C)C)(=O)[O-].C(CCCCCCC(C)C)(=O)[O-] isodecanoic acid bismuth salt